4-(2-methoxyprop-2-yl)benzenesulfonyl chloride COC(C)(C)C1=CC=C(C=C1)S(=O)(=O)Cl